8-chloro-4,5-dihydronaphtho[1,2-d]thiazol-2-amine ClC1=CC=C2CCC3=C(N=C(S3)N)C2=C1